5-chloro-1-(2-fluorobenzyl)-1H-pyrazole-3-carboxylate ClC1=CC(=NN1CC1=C(C=CC=C1)F)C(=O)[O-]